9,9'-(5,6-di(9H-carbazol-9-yl)-2',6'-diphenyl-[4,4'-bipyridine]-2,3-diyl)bis(3,6-dimethyl-9H-carbazole) C1=CC=CC=2C3=CC=CC=C3N(C12)C=1C(=C(C(=NC1N1C2=CC=CC=C2C=2C=CC=CC12)N1C2=CC=C(C=C2C=2C=C(C=CC12)C)C)N1C2=CC=C(C=C2C=2C=C(C=CC12)C)C)C1=CC(=NC(=C1)C1=CC=CC=C1)C1=CC=CC=C1